4-Mesityl-2-methyl-5-phenyloxazole C1(=C(C(=CC(=C1)C)C)C=1N=C(OC1C1=CC=CC=C1)C)C